(S)-4-bromo-7-methoxy-1-((5-oxopyrrolidin-2-yl)methoxy)isoquinoline-6-carbonitrile BrC1=CN=C(C2=CC(=C(C=C12)C#N)OC)OC[C@H]1NC(CC1)=O